ClC1=NN2C(C3=CC(=C(C=C13)F)F)=NN=N2 6-Chloro-8,9-difluorotetrazolo[5,1-a]phthalazine